1-(3-(6-chloro-3-(4-(trifluoromethyl)phenyl)-1H-pyrazolo[3,4-b]pyridin-1-yl)azetidin-1-yl)-2-fluoroprop-2-en-1-one ClC1=CC=C2C(=N1)N(N=C2C2=CC=C(C=C2)C(F)(F)F)C2CN(C2)C(C(=C)F)=O